4-((S)-4-acryloyl-3-(cyanomethyl)piperazin-1-yl)-N-((R)-1-(3-hydroxy-3-methylazetidin-1-yl)propan-2-yl)-7-(8-methylnaphthalen-1-yl)-5,6,7,8-tetrahydro-1,7-naphthyridine-2-carboxamide C(C=C)(=O)N1[C@H](CN(CC1)C1=CC(=NC=2CN(CCC12)C1=CC=CC2=CC=CC(=C12)C)C(=O)N[C@@H](CN1CC(C1)(C)O)C)CC#N